ClC1=C(OC=2C=C3CCN(C(C3=CC2)=O)CC2=CC(=CC=C2)F)C(=CC(=C1)[N+](=O)[O-])Cl 6-(2,6-dichloro-4-nitrophenoxy)-2-(3-fluorobenzyl)-3,4-dihydroisoquinolin-1(2H)-one